tert-Butyl-hydroquinone methyl-5-amino-6-bromo-4-methylpyrazolo[1,5-a]pyridine-3-carboxylate COC(=O)C=1C=NN2C1C(=C(C(=C2)Br)N)C.C(C)(C)(C)C2=C(O)C=CC(=C2)O